monocetyloxy phosphate P(=O)(OOCCCCCCCCCCCCCCCC)([O-])[O-]